ClC=1C=CC(=C(C1)C1=CC(N(C=C1OC)[C@H](C(=O)NC1=CC=C(C(=O)O)C=C1)CC1=CC=NC=C1)=O)N1N=NC(=C1)C(F)(F)F (S)-4-(2-(4-(5-chloro-2-(4-(trifluoromethyl)-1H-1,2,3-triazol-1-yl)phenyl)-5-methoxy-2-oxopyridin-1(2H)-yl)-3-(pyridin-4-yl)propanamido)benzoic acid